1-(4-chlorophenyl)-1,2,3,4-tetrahydro-β-carboline ClC1=CC=C(C=C1)C1NCCC=2C3=CC=CC=C3NC12